7,8-Dichloro-1-methyl-10-(oxetan-3-yloxy)-3,4,5,6-tetrahydroazepino[4,5-b]indol-2(1H)-one ClC1=C(C=C(C=2C3=C(NC12)CCNC(C3C)=O)OC3COC3)Cl